2-(bromomethyl)-2-methyl-oxirane BrCC1(OC1)C